2-fluoro-6-iodo-4-(3-oxooctahydroindolizin-7-yl)benzonitrile FC1=C(C#N)C(=CC(=C1)C1CCN2C(CCC2C1)=O)I